FC=1C=C2C(=CC=NC2=CC1)C1CCC(CC1)C(C)N 1-(4-(6-fluoroquinolin-4-yl)cyclohexyl)ethane-1-amine